6-(2-(2-chlorophenyl)acetyl)-2-(1-phenylcyclopropyl)-5,6,7,8-tetrahydropyrido[4,3-d]pyrimidin-4(3H)-one ClC1=C(C=CC=C1)CC(=O)N1CC2=C(N=C(NC2=O)C2(CC2)C2=CC=CC=C2)CC1